C=CCCCCCCCCCCCCCCCC octadeca-1-en